(4-((4-cyanopyridin-2-yl)carbamoyl)-2-fluorophenyl)boronic acid C(#N)C1=CC(=NC=C1)NC(=O)C1=CC(=C(C=C1)B(O)O)F